C(C)C(C(=O)OCC(OC(C(CCCC)CC)=O)COC(C(CCCC)CC)=O)CCCC glycerol tri(2-ethylhexanoate)